5-(Methylamino)-6-(3-methylimidazo[4,5-c]pyridin-7-yl)-3-[4-(1-methylsulfonylcyclopropyl)anilino]pyrazine-2-carboxylic acid CNC=1N=C(C(=NC1C=1C2=C(C=NC1)N(C=N2)C)C(=O)O)NC2=CC=C(C=C2)C2(CC2)S(=O)(=O)C